ClC=1C=C(C=CC1)NC(N(C([2H])([2H])[2H])C(C)C1=CNC(C2=C(C(=CC=C12)F)F)=O)=O 3-(3-Chlorophenyl)-1-(1-(7,8-difluoro-1-oxo-1,2-dihydroisoquinolin-4-yl)ethyl)-1-(methyl-d3)urea